1-(5-bromo-2-(difluoromethyl)pyridin-3-yl)-4-(tert-butyl)piperazine BrC=1C=C(C(=NC1)C(F)F)N1CCN(CC1)C(C)(C)C